Benzyl-4-formylphenethylcarbamate C(C1=CC=CC=C1)OC(NCCC1=CC=C(C=C1)C=O)=O